N-(2-(2-((2-hydroxy-ethyl)amino)ethoxy)ethyl)-4-((3-(4-methoxy-phenyl)imidazo[1,2-a]pyrazin-8-yl)amino)-2-methylbenzamide OCCNCCOCCNC(C1=C(C=C(C=C1)NC=1C=2N(C=CN1)C(=CN2)C2=CC=C(C=C2)OC)C)=O